[Br-].OC(C)C1=NC=CN1C 1-hydroxyethyl-3-methylimidazole bromide salt